FC1=CC=C(C=C1)C1=C(N(C=N1)CC(=O)N1CCOCC1)C1=CC(=NC=C1)NC(OC(C)(C)C)=O tert-Butyl N-[4-[5-(4-fluorophenyl)-3-(2-morpholino-2-oxo-ethyl)imidazol-4-yl]-2-pyridyl]carbamate